C(C#C)OC1=CC=C(N)C=C1 4-(2-propynyloxy)aniline